C(CCCCCCC)SSCCO 2-(octyldisulfaneyl)ethan-1-ol